ethyl 8-((3S,5S)-4-(tert-Butoxycarbonyl)-3,5-dimethylpiperazin-1-yl)-6-(N-(1-methylcyclopropyl)sulfamoyl)imidazo[1,2-a]pyridine-3-carboxylate C(C)(C)(C)OC(=O)N1[C@H](CN(C[C@@H]1C)C=1C=2N(C=C(C1)S(NC1(CC1)C)(=O)=O)C(=CN2)C(=O)OCC)C